BrC1=C(N=C(C=2N1N=CC2)N2CCC1(CC2)C(C=2C(=NC=CC2)C1)=O)C 1'-(7-bromo-6-methyl-pyrazolo[1,5-a]pyrazin-4-yl)spiro[7H-cyclopenta[b]pyridine-6,4'-piperidine]-5-one